ClC=1C=CC(=C(C1)C=1C=C(C=2OCCNC2N1)NC1=C(C=NC=C1)C(=O)OC)F methyl 4-{[6-(5-chloro-2-fluoro-phenyl)-2H,3H,4H-pyrido[3,2-b][1,4]oxazin-8-yl]amino}-pyridine-3-carboxylate